N-((S)-1-((tert-butyldiphenylsilyl)oxy)-3-(1H-indol-3-yl)propan-2-yl)tetrahydrofuran-3-amine [Si](C1=CC=CC=C1)(C1=CC=CC=C1)(C(C)(C)C)OC[C@H](CC1=CNC2=CC=CC=C12)NC1COCC1